(2-((tert-butyldimethylsilyl)oxy)cyclopentyl)methanol [Si](C)(C)(C(C)(C)C)OC1C(CCC1)CO